5-bromo-3-methyleneindolone (2R,3S,3a'S,4R,6'R,7a'S)-6'-(tert-butyl)-2',4',5-trioxohexahydro-4'H,6'H-spiro[furan-3,8'-[3a,6]methanofuro[3,2-c]pyran]-2,4-diyl-dibenzoate C(C)(C)(C)[C@@]12C[C@H]3[C@](C(O1)=O)(CC(O3)=O)[C@@]23[C@H](OC([C@@H]3C3=C(C(=O)O)C=CC=C3)=O)C3=C(C(=O)O)C=CC=C3.BrC=3C=C2C(C(NC2=CC3)=O)=C